1-(1-(7-chloro-8-fluoro-2-(((2R,7aS)-2-fluorohexahydro-1H-pyrrolizin-7a-yl)methoxy)pyrido[4,3-d]pyrimidin-4-yl)piperidin-3-yl)methanesulfonamide ClC1=C(C=2N=C(N=C(C2C=N1)N1CC(CCC1)CS(=O)(=O)N)OC[C@]12CCCN2C[C@@H](C1)F)F